N-(17-amino-3,6,9,12,15-pentaoxaheptadecyl)-1-azido-3,6,9,12,15,18-hexaoxaheneicosane-21-amide NCCOCCOCCOCCOCCOCCNC(CCOCCOCCOCCOCCOCCOCCN=[N+]=[N-])=O